2-(difluoromethyl)-5-(6-((4-(2-methylpyridin-3-yl)-1H-1,2,3-triazol-1-yl)methyl)pyridin-3-yl)-1,3,4-oxadiazole FC(C=1OC(=NN1)C=1C=NC(=CC1)CN1N=NC(=C1)C=1C(=NC=CC1)C)F